niobium-aluminium [Al].[Nb]